8-acetyl-6-methyl-2-morpholino-3-(tetrahydrofuran-3-ylmethyl)quinazolin-4-one C(C)(=O)C=1C=C(C=C2C(N(C(=NC12)N1CCOCC1)CC1COCC1)=O)C